CN(C(OC1=C(C(=NC=2N1C1=C(N2)C=CC=C1)C(C)CC)CC)=O)C 2-(sec-butyl)-3-ethylbenzo[4,5]imidazo[1,2-a]pyrimidin-4-yl dimethylcarbamate